C1(=CC=C(C=C1)C=1N=CN=NC1)C 5-(p-tolyl)-1,2,4-triazine